OC(CCCCCCCCCCCCCCCC(=O)O)CCC(CCCCCCCCC)O 17,20-Dihydroxynonacosanoic acid